4-(5-(hydroxymethyl)-2-methylpiperidin-1-yl)-N,N-dimethyl-2,2-diphenylbutanamide OCC1CCC(N(C1)CCC(C(=O)N(C)C)(C1=CC=CC=C1)C1=CC=CC=C1)C